tetrazine-cobalt salt [Co].N1=NN=NC=C1